N-((3r,5s)-5-((1H-1,2,3-triazol-1-yl)methyl)-1-cyanopyrrolidin-3-yl)-5-(3-chlorophenyl)oxazole-2-carboxamide N1(N=NC=C1)C[C@@H]1C[C@H](CN1C#N)NC(=O)C=1OC(=CN1)C1=CC(=CC=C1)Cl